N1CCC(CCC1)C1=CC(=CC=2CCOC21)NC2=NC(=CC(=N2)NC)C N2-[7-(azepan-4-yl)-2,3-dihydrobenzofuran-5-yl]-N4,6-dimethyl-pyrimidine-2,4-diamine